C(#N)C=1C(=C2C(=NC1)NCC2)N2CC(N(CC2)C(=O)OCC2=CC=CC=C2)(C)C benzyl 4-(5-cyano-2,3-dihydro-1H-pyrrolo[2,3-b]pyridin-4-yl)-2,2-dimethylpiperazine-1-carboxylate